3-chloro-4-(2-hydroxyethoxy)-N-[5-(5-methoxy-1H-benzimidazol-2-yl)-1-[(4-methoxyphenyl)methyl]pyrazol-3-yl]benzamide ClC=1C=C(C(=O)NC2=NN(C(=C2)C2=NC3=C(N2)C=CC(=C3)OC)CC3=CC=C(C=C3)OC)C=CC1OCCO